ClC1=NC=C(C(=C1)C1=C(C=NC(=C1)C)C(=O)NC=1SC2=C(N1)CN(C2)C(=O)C=2N=NC(=CC2)OC)OC 2'-chloro-5'-methoxy-N-(5-(6-methoxypyridazine-3-carbonyl)-5,6-dihydro-4H-pyrrolo[3,4-d]thiazol-2-yl)-6-methyl-[4,4'-bipyridine]-3-carboxamide